O1CCOC=2C1=C1C(=CC=NC1=CC2)OC2=C(C=C(N)C=C2F)F 4-((2,3-dihydro-[1,4]dioxino[2,3-f]quinolin-10-yl)oxy)-3,5-difluoroaniline